2-(4-cyclopropylphenoxy)acetic acid C1(CC1)C1=CC=C(OCC(=O)O)C=C1